(1r,3r)-3-Methoxy-1-(3-((E)-3-methoxy-3-oxoprop-1-en-1-yl)phenyl)-3-methylcyclobutane-1-carboxylic acid COC1(CC(C1)(C(=O)O)C1=CC(=CC=C1)\C=C\C(=O)OC)C